4-fluoro-N-[4-fluoro-5-(2-morpholin-4-ylpyrimidin-4-yl)-2-[rac-(3R)-3,4-dimethylpiperazin-1-yl]phenyl]-2-(trifluoromethyl)benzamide FC1=CC(=C(C(=O)NC2=C(C=C(C(=C2)C2=NC(=NC=C2)N2CCOCC2)F)N2C[C@H](N(CC2)C)C)C=C1)C(F)(F)F |r|